2-(6-chloro-benzothiazol-2-ylamino)-1-methyl-1H-benzoimidazole-5-carboxylic acid (piperidin-4-ylmethyl)-amide dihydrochloride Cl.Cl.N1CCC(CC1)CNC(=O)C1=CC2=C(N(C(=N2)NC=2SC3=C(N2)C=CC(=C3)Cl)C)C=C1